dihydro-[3,4'-bipyridine]-1'(2'H)-carboxylic acid tert-butyl ester C(C)(C)(C)OC(=O)N1CC=C(C=C1)C=1CNC=CC1